Cl.COC1=CC=C(C(=N1)C(CC)N)[N+](=O)[O-] (6-methoxy-3-nitropyridin-2-yl)propan-1-amine hydrochloride